tert-butyl ((3R,5R)-1-cyclopropyl-5-fluoropiperidin-3-yl)carbamate C1(CC1)N1C[C@@H](C[C@H](C1)F)NC(OC(C)(C)C)=O